C(C)(=O)C1=CC(=NC(=C1)N1C=NC=C1)C(=O)NC1CCC(CC1)OCCOCC 4-Acetyl-6-(1H-imidazol-1-yl)-N-((1r,4r)-4-(2-ethoxyethoxy)cyclohexyl)picolinamide